N1CC(C1)OC1=CC2=C(N(C(N2C)=O)C2C(NC(CC2)=O)=O)C=C1 3-[5-(Azetidin-3-yloxy)-3-methyl-2-oxo-benzimidazol-1-yl]piperidine-2,6-dione